2-[[2-(6-azaspiro[2.5]octan-6-ylmethyl)-1H-indol-6-yl]methyl]-5-(2-oxa-6-azaspiro[3.3]heptan-6-yl)-2,7-naphthyridin-1-one C1CC12CCN(CC2)CC=2NC1=CC(=CC=C1C2)CN2C(C1=CN=CC(=C1C=C2)N2CC1(COC1)C2)=O